2-(4-chloro-3-fluorophenoxy)-N-{(3R)-4-[3-(4-chloro-3-fluorophenyl)-1,2,4-oxadiazol-5-yl]-3-hydroxybicyclo[2.2.2]octane-1-yl}acetamide ClC1=C(C=C(OCC(=O)NC23C[C@H](C(CC2)(CC3)C3=NC(=NO3)C3=CC(=C(C=C3)Cl)F)O)C=C1)F